3-((6-chloro-4-(((1s,4s)-4-hydroxycyclohexyl)amino)pyridin-3-yl)ethynyl)tetrahydrofuran-3-ol ClC1=CC(=C(C=N1)C#CC1(COCC1)O)NC1CCC(CC1)O